C(C)(C)(C)OC(=O)N1C(CNCC1)CCOS(=O)(=O)C (2-((methylsulfonyl)oxy)ethyl)piperazine-1-carboxylic acid tert-butyl ester